N1(CCSCC1)C(=O)C1CN(CC1)CC(=O)N 2-(3-(thiomorpholine-4-carbonyl)pyrrolidin-1-yl)acetamide